[Na+].IC([C@](N)(C(=O)[O-])I)(C1=CC(I)=C(C(I)=C1)OC1=CC(I)=C(C(I)=C1)O)I triiodothyroxine sodium salt